3,7-dimethyl-2,6-octadien-1-yl acetate C(C)(=O)OCC=C(CCC=C(C)C)C